4-chloro-7-methyl-5,6-dihydropyrrolo[2,3-d]Pyrimidine ClC=1C2=C(N=CN1)N(CC2)C